C(C#C)NCC1=NC2=C(C=CC=C2C=C1)NS(=O)(=O)C1=CC=C(C=C1)C(F)(F)F N-(2-((Prop-2-yn-1-ylamino)methyl)quinolin-8-yl)-4-(trifluoromethyl)benzenesulfonamide